COC(C(=C)Br)=O methyl-α-bromoacrylat